FC=1C=C(C=C(C1)F)[C@@H]1N(OCC1)C(=O)[C@@H]1[C@@H](CN(CC1)C=1OC=NN1)F ((R)-3-(3,5-difluorophenyl)isoxazolidin-2-yl)((3S,4R)-3-fluoro-1-(1,3,4-oxadiazol-2-yl)piperidin-4-yl)methanone